O1CCN(CC1)C=1C2=C(N=C(N1)N/N=C/C=1C=C(C=CC1)C)C=C(N2)C(=O)NC2CCOCC2 4-morpholino-2-[(2E)-2-(m-tolylmethylene)hydrazino]-N-tetrahydropyran-4-yl-5H-pyrrolo[3,2-d]pyrimidine-6-carboxamide